(3,5-di-tert-butyl-4-carboxyphenyl)propionic acid octadecyl ester C(CCCCCCCCCCCCCCCCC)OC(C(C)C1=CC(=C(C(=C1)C(C)(C)C)C(=O)O)C(C)(C)C)=O